C(C)(=O)N(C=1SC=CN1)C1=CC=CC=C1 2-(acetyl-phenyl-amino)-thiazole